Sodium triacetylborate C(C)(=O)OB(OC(C)=O)OC(C)=O.[Na]